Quinuclidin-3-yl (2-(4'-((cyclopropylmethyl)sulfonyl)-[1,1'-biphenyl]-4-yl)propan-2-yl)carbamate C1(CC1)CS(=O)(=O)C1=CC=C(C=C1)C1=CC=C(C=C1)C(C)(C)NC(OC1CN2CCC1CC2)=O